Ethyl 2-(4-((4-(4-ethoxyphenyl)-5-oxo-4,5-dihydro-1H-1,2,4-triazol-1-yl) methyl)-2,6-dimethylphenoxy)-2-methylpropionate C(C)OC1=CC=C(C=C1)N1C=NN(C1=O)CC1=CC(=C(OC(C(=O)OCC)(C)C)C(=C1)C)C